(R)-1-methyl-3-(6-(3-methylmorpholino)-2-(1H-pyrrolo[2,3-b]pyridin-4-yl)pyrimidin-4-yl)cyclobutane-1-carbonitrile CC1(CC(C1)C1=NC(=NC(=C1)N1[C@@H](COCC1)C)C1=C2C(=NC=C1)NC=C2)C#N